4-(4-(4-bromobenzyl)piperazin-1-yl)pyrimidine-2-carbonitrile BrC1=CC=C(CN2CCN(CC2)C2=NC(=NC=C2)C#N)C=C1